C(#N)C=1C=CC=2C3=C(NC2C1)C(=C(C=N3)C(=O)NC3COCCC3)NC(C)C 7-cyano-4-(isopropylamino)-N-(tetrahydro-2H-pyran-3-yl)-5H-pyrido[3,2-b]indole-3-carboxamide